C(C)OC(CC1=NN(C=2N(C([C@H]([C@@H](C21)C2=CC=C(C=C2)F)NC(C2=CC(=CC=C2)C(F)(F)F)=O)=O)CC)C2=CC=CC=C2)=O Ethyl-2-((4R,5S)-7-ethyl-4-(4-fluorophenyl)-6-oxo-1-phenyl-5-(3-(trifluoromethyl)benzamido)-4,5,6,7-tetrahydro-1H-pyrazolo[3,4-b]pyridin-3-yl)acetate